β-Alanyl-L-lysine NCCC(=O)N[C@@H](CCCCN)C(=O)O